1-(4-Fluorophenyl)-3-[4-(3-hydroxypropoxy)phenyl]prop-2-en-1-one FC1=CC=C(C=C1)C(C=CC1=CC=C(C=C1)OCCCO)=O